11-{5-[(2-hexyl-1-oxodecyl) oxy] pentyl}-2-methyl-9-oxo-2,8-diaza-5,10-dioxahexadecan-16-yl 2-hexyldecanoate C(CCCCC)C(C(=O)OCCCCCC(OC(NCCOCCN(C)C)=O)CCCCCOC(C(CCCCCCCC)CCCCCC)=O)CCCCCCCC